2-butyl-1-(4-(((2-cyclopropylethyl)amino)methyl)benzyl)-1H-imidazo[4,5-c]quinolin-4-amine C(CCC)C=1N(C2=C(C(=NC=3C=CC=CC23)N)N1)CC1=CC=C(C=C1)CNCCC1CC1